(2R)-1-(3-{3-[1-(4-amino-3-methyl-1H-pyrazolo[3,4-d]pyrimidin-1-yl)ethyl]-5-chloro-2-ethoxy-6-methylphenyl}azetidin-1-yl)propan-2-ol NC1=C2C(=NC=N1)N(N=C2C)C(C)C=2C(=C(C(=C(C2)Cl)C)C2CN(C2)C[C@@H](C)O)OCC